2,2-(butylimino)diethanol CCCCN(CCO)CCO